[Ca].[Fe].[Ni] nickel-iron-calcium